FC1=C(NC2=C(C(=C(C(=C12)C1CNCCC1)F)F)C(=O)N)C 3,5,6-trifluoro-2-methyl-4-(3-piperidinyl)-1H-indole-7-carboxamide